C(\C=C(\C)/CCC=C(C)C)CC(=O)O.CC(=CCCC(=O)O)CCC=C(C)C.ClC1=C(C=C(OCC(=O)NC23CC(C2)(C3)NC=3OC(=NN3)C)C=C1)F 2-(4-chloro-3-fluorophenoxy)-N-{3-[(5-methyl-1,3,4-oxadiazol-2-yl)amino]bicyclo[1.1.1]pent-1-yl}acetamide 3,7-dimethyl-2,6-octadien-1-yl-acetate (Neryl-Acetate)